N(=[N+]=[N-])[C@@H]1[C@H]([C@H](OCC)O[C@@H]([C@H]1O)C(=O)NC)O Ethyl 3-azido-3-deoxy-N-methyl-β-D-glucopyranosiduronamide